FC1=CC=C(CN(CC=2C=NC=CC2)CC=2C=3N(C=CN2)C(=NN3)C)C=C1 N-(4-fluorobenzyl)-1-(3-methyl-[1,2,4]triazolo[4,3-a]pyrazin-8-yl)-N-(pyridin-3-ylmethyl)methylamine